C(CC)OC(C1=CC(=CC=C1)C=1OC(=CC1)C=C1C(C2=C(S1)C=CC=C2)=O)=O.C2(CCC2)N2C(=NN=C2)NC2=CC=CC=C2 (4-cyclobutyl-4H-1,2,4-triazol-3-yl)aniline Propyl-3-[5-[(3-oxobenzo[b]thiophen-2(3H)-ylidene)methyl]-2-furanyl]benzoate